N-((1S,2R)-2-(3-bromo-6-fluoro-2-tolyl)-1-(5-oxo-4,5-dihydro-1,3,4-oxadiazol-2-yl)propyl)-5-chloro-4-hydroxy-4-methylchroman-8-sulfonamide BrC=1C(=C(C(=CC1)F)C)[C@H]([C@@H](C=1OC(NN1)=O)NS(=O)(=O)C=1C=CC(=C2C(CCOC12)(C)O)Cl)C